N-[(2Z)-2-cyano-2-[[3,5-dichloro-4-[(5-methoxy-4-methylsulfanyl-2-pyridinyl)oxy]phenyl]hydrazono]acetyl]carbamic acid ethyl ester C(C)OC(NC(\C(=N/NC1=CC(=C(C(=C1)Cl)OC1=NC=C(C(=C1)SC)OC)Cl)\C#N)=O)=O